ClC1=C(N)C=C(C(=C1Cl)Cl)Cl 2,3,4,5-tetrachloroaniline